C(C)(=O)OC[C@@H](OC(C)=O)[C@@H]1[C@H]([C@@H]2[C@@H](OC(O2)(C)C)O1)OC(C)=O [(2R)-2-[(3aR,5R,6R,6aR)-6-Acetoxy-2,2-dimethyl-3a,5,6,6a-tetrahydrofuro[2,3-d]-[1,3]dioxol-5-yl]-2-acetoxy-ethyl] acetate